9-allyl-6-bromo-9H-purine C(C=C)N1C2=NC=NC(=C2N=C1)Br